NC=1C(NC=CN1)=S 3-amino-2(1H)-pyrazinethione